FC(C(C(C)C)=O)(F)F 1,1,1-trifluoro-3-methyl-butan-2-one